COC1=NC=C(C(=N1)OC)C=1C=C2C(=NC1)NC=C2C(=O)C=2C(=C(C(=CC2)F)NS(=O)(=O)CCC)F N-(3-(5-(2,4-dimethoxypyrimidin-5-yl)-1H-pyrrolo[2,3-b]pyridine-3-carbonyl)-2,6-difluorophenyl)propane-1-sulfonamide